tris[(trifluoromethyl)sulfonyl]-methane FC(S(=O)(=O)C(S(=O)(=O)C(F)(F)F)S(=O)(=O)C(F)(F)F)(F)F